N[C@@H]([C@@H](O)C1=CC=CC=C1)C1=CC=CC=C1 (1S,2R)-(-)-2-amino-1,2-diphenylethanol